C(C)OC1=NC(=NC=C1C(=O)NC=1C=C(C=2N(C1)C=C(N2)C)F)N2CCNCC2 4-ethoxy-N-{8-fluoro-2-methylimidazo[1,2-a]pyridin-6-yl}-2-(piperazin-1-yl)pyrimidine-5-carboxamide